N1CC(C1)NC1=NC(=C2C(N(C=NN21)CC2=NC(=NO2)[C@@H]2CO[C@H](C2)C2=CC=C(C=C2)Cl)=O)C 7-(azetidin-3-ylamino)-3-((3-((3R,5R)-5-(4-chlorophenyl)tetrahydro-furan-3-yl)-1,2,4-oxadiazol-5-yl)methyl)-5-methylimidazo[5,1-f][1,2,4]triazin-4(3H)-one